4-bromo-5-(piperidin-4-ylsulfanyl)furo[2,3-c]pyridine-2-carbonitrile BrC1=C2C(=CN=C1SC1CCNCC1)OC(=C2)C#N